ethyl-4-(1-(5-fluoropyridyl)pyrrolidin-3-yl)biphenyl-3-carboxylic acid C(C)C1=C(C=CC(=C1C(=O)O)C1CN(CC1)C1=NC=C(C=C1)F)C1=CC=CC=C1